C(C)(C)(C)C1=CC=C(C=C1)C=1C=2N(C=C(N1)C(=O)OC)C=NC2 methyl 8-(4-(tert-butyl)phenyl)imidazo[1,5-a]pyrazine-6-carboxylate